2-[(3R)-3-methyl[1,4'-bipiperidin]-1'-yl]-1,3-thiazole-5-carboxylic acid dihydrochloride Cl.Cl.C[C@H]1CN(CCC1)C1CCN(CC1)C=1SC(=CN1)C(=O)O